(2E,2'E)-2,2'-(3-methylcyclopentane-1,2-diylidene)bis(N-ethylhydrazine-1-carbothioamide) CC1\C(\C(\CC1)=N\NC(NCC)=S)=N/NC(NCC)=S